CN(C(OC1=CC2=C(C(N(C(O2)=O)CC2=C(C(=CC=C2)N)F)C(F)(F)F)C=C1)=O)C 3-(3-amino-2-fluorobenzyl)-2-oxo-4-(trifluoromethyl)-3,4-dihydro-2H-benzo[e][1,3]oxazin-7-yl dimethylcarbamate